C1(CC1)C=1OC2=C(N1)C1=C(C=C2OC)SC(=C1)C(C)=O 1-(2-cyclopropyl-4-methoxythieno[2',3':5,6]benzo[1,2-d]oxazol-7-yl)ethan-1-one